N1=CC=C(C=C1)C1=CC=NC2=CC=C(C=C12)\C=C/1\C(NC(S1)=O)=O (Z)-5-((4-(pyridin-4-yl)quinolin-6-yl)methylene)thiazolidine-2,4-dione